FC1=C(N)C(=CC(=C1)C=1SC2=C(N1)C=C(C=C2)F)C=C 2-Fluoro-4-(5-fluorobenzothiazol-2-yl)-6-vinylaniline